C(C)(C)(C)OC(=O)N1[C@H](CN(CC1)C1=NC(=NC2=CC(=C(C=C12)C#N)C1=C(C=CC(=C1)C)F)OC[C@H]1N(CCC1)C)CC#N (S)-4-(6-cyano-7-(2-fluoro-5-methylphenyl)-2-(((S)-1-methylpyrrolidin-2-yl)methoxy)quinazolin-4-yl)-2-(cyanomethyl)piperazine-1-carboxylic acid tert-butyl ester